(R)-4-(((tert-butyldiphenylsilyl)oxy)methyl)-1,2,3-oxathiazolidine-3-carboxylic acid tert-butyl ester 2,2-dioxide C(C)(C)(C)OC(=O)N1S(OC[C@H]1CO[Si](C1=CC=CC=C1)(C1=CC=CC=C1)C(C)(C)C)(=O)=O